C(CCCCCCC\C=C/CCCCCCCC)(=O)NCCNCC(=O)O.[Na] sodium N-oleoyl-N'-carboxymethylethylenediamine